(±)-2-(((Benzyloxy)carbonyl)amino)-3-(1-(2-(5,6,7,8-tetrahydro-1,8-naphthyridin-2-yl)ethyl)-1H-pyrazol-4-yl)propanoic acid C(C1=CC=CC=C1)OC(=O)N[C@@H](C(=O)O)CC=1C=NN(C1)CCC1=NC=2NCCCC2C=C1 |r|